1-[2-(1,3-dioxolan-2-yl)ethyl]-5-isobutyl-3-methyl-cyclohex-2-en-1-ol O1C(OCC1)CCC1(C=C(CC(C1)CC(C)C)C)O